Ethyl-carboxylate C(C)C(=O)[O-]